(S)-tert-butyl (1-(cyclohexylamino)-1-oxopropan-2-yl)carbamate C1(CCCCC1)NC([C@H](C)NC(OC(C)(C)C)=O)=O